(S)-6-chloro-1,2,3,4-tetrahydroisoquinoline-3-carboxylic acid ClC=1C=C2C[C@H](NCC2=CC1)C(=O)O